CC=1C(=C2C=CN=C(C2=CC1)NC1=CC=C(C=C1)C)[N+](=O)[O-] 6-methyl-5-nitro-N-(p-tolyl)isoquinolin-1-amine